2-(3-bromophenyl)-3-(4-t-butylphenyl)pyridine BrC=1C=C(C=CC1)C1=NC=CC=C1C1=CC=C(C=C1)C(C)(C)C